CN(C(OCC1=CC=CC=C1)=O)CC1=C(C=CC=C1)C=1SC(=CC1)[C@@H](C)NS(=O)C(C)(C)C benzyl N-methyl-N-[(2-{5-[(1R)-1-[(2-methylpropane-2-sulfinyl)amino]ethyl] thiophen-2-yl}phenyl)methyl]carbamate